[N].[V].[Zr] zirconium vanadium nitrogen